N-[(1'S,14R,15R)-6,15,19-trifluorospiro[8,12-dioxa-21-azatetracyclo[14.3.1.110,13.02,7]henicosa-1(19),2,4,6,10,13(21),16(20),17-octaene-14,3'-cyclopentane]-1'-yl]methanesulfonamide FC=1C=CC=C2C3=C(C=CC([C@H]([C@]4(C[C@H](CC4)NS(=O)(=O)C)C=4OC=C(COC12)N4)F)=C3)F